COC=1C(=C2C=CN(C2=C(C1)C)S(=O)(=O)C1=CC=C(C)C=C1)CN1C[C@H]2N(CC1C1=CC=C(C(=O)OC)C=C1)[C@H](CC2)C methyl 4-((6S,8aS)-2-((5-methoxy-7-methyl-1-tosyl-1H-indol-4-yl)methyl)-6-methyloctahydropyrrolo[1,2-a]pyrazin-3-yl)benzoate